C(C1=CC=CC=C1)(=O)OC1(CC1)C1=NNC=N1 3-(1-benzoyloxy-cyclopropyl)-1H-1,2,4-triazole